methyl-3-[(benzo[d][1,3]dioxol-4-yl)oxy]-3-[4-((3-piperidin-1-yl)propoxy)phenyl]propanamine oxalate C(C(=O)O)(=O)O.CC(CC(C1=CC=C(C=C1)OCCCN1CCCCC1)OC1=CC=CC=2OCOC21)N